alpha-aminopropiophenone hydrochloride Cl.NC(C(=O)C1=CC=CC=C1)C